C(C)C1=CC(=C(C(=C1CC)C)O)C 4,5-Diethyl-2,6-dimethylphenol